CN1N=CC(=C1C1=NC(=NC=C1F)N1CCC(CC1)C(=O)N(CC=1SC=C(N1)C)CC)C 1-(4-(1,4-dimethyl-1H-pyrazol-5-yl)-5-fluoropyrimidin-2-yl)-N-ethyl-N-((4-methylthiazol-2-yl)methyl)piperidine-4-carboxamide